7-Methyl-5-(piperazin-1-yl)-2,3-dihydro-1,4-benzodioxine CC=1C=C(C2=C(OCCO2)C1)N1CCNCC1